BrC=1C(=C(C=CC1)NC(=O)C=1SC(=CN1)CN(C(OC(C)(C)C)=O)CCO[Si](C)(C)C(C)(C)C)C tert-butyl ((2-((3-bromo-2-methylphenyl)carbamoyl)thiazol-5-yl)methyl)(2-((tert-butyldimethylsilyl)oxy)ethyl)carbamate